ClC=1C(=C(C=CC1)C=1C(N(C(N(C1)CC(=O)O)=O)CC)=O)C [5-(3-chloro-2-methyl-phenyl)-3-ethyl-2,4-dioxo-3,4-dihydro-2H-pyrimidin-1-yl]-acetic acid